(R)-2-(5-(difluoromethoxy)-4-((6-oxo-5-(trifluoromethyl)-1,6-dihydropyridazin-4-yl)amino)pentyl)-7,8-difluoro-6-(5-(trifluoromethyl)pyrimidin-2-yl)isoquinolin-1(2H)-one FC(OC[C@@H](CCCN1C(C2=C(C(=C(C=C2C=C1)C1=NC=C(C=N1)C(F)(F)F)F)F)=O)NC=1C=NNC(C1C(F)(F)F)=O)F